Thiobis(2-t-butyl-5-methyl-4,1-phenylene) bis(3-(dodecylthio) propionate) C(CCCCCCCCCCC)SCCC(=O)OC1=C(C=C(C(=C1)C)SC1=CC(=C(C=C1C)OC(CCSCCCCCCCCCCCC)=O)C(C)(C)C)C(C)(C)C